CN1C(NC(C=C1OC=1C=C2C(=NN(C2=CC1)C1=CC=C(C=C1)C(F)(F)F)CNC(CC)=O)=O)=O N-[[5-(3-methyl-2,6-dioxo-pyrimidin-4-yl)oxy-1-[4-(trifluoromethyl)phenyl]indazol-3-yl]methyl]propanamide